4-methyl-1,4-diazepan CN1CCNCCC1